C1(CC1)COC1=C(C=C(C=C1)F)CN (2-(cyclopropylmethoxy)-5-fluorophenyl)methylamine